BrC1=CC=C(C=C1)CCCC(=O)O 4-(4-Bromophenyl)butyric acid